5-(7-fluoro-9-hydroxy-5-(isopentylamino)-4-oxo-1,2-dihydro-4H-pyrrolo[3,2,1-ij]quinolin-8-yl)isothiazol-3(2H)-one 1,1-dioxide FC1=C2C=C(C(N3C2=C(C(=C1C1=CC(NS1(=O)=O)=O)O)CC3)=O)NCCC(C)C